CC([C@@H](C(=O)N1[C@@H]([C@H]2C([C@H]2C1)(C)C)C(=O)N[C@H](CO)C(C)C)NC(C(F)(F)F)=O)(C)C (1R,2S,5S)-3-((S)-3,3-dimethyl-2-(2,2,2-trifluoroacetamido)butanoyl)-N-((S)-1-hydroxy-3-methylbutan-2-yl)-6,6-dimethyl-3-azabicyclo[3.1.0]hexane-2-carboxamide